Cl.Cl.N1=CC=CC2=CC(=CC=C12)C1(CC1)C1=CN=C2N1C=C(C=N2)C2=CC=C(C(=O)O)C=C2 4-[3-(1-quinolin-6-ylcyclopropyl)imidazo[1,2-a]pyrimidin-6-yl]benzoic acid dihydrochloride